N'-(3-chloro-2-piperazin-1-yl-6-quinolyl)butane-1,4-diamine dihydrochloride Cl.Cl.ClC=1C(=NC2=CC=C(C=C2C1)NCCCCN)N1CCNCC1